N12C(CN(CC1)CC2)[2H] 1,4-Diazabicyclo[2.2.2]octane-d